2-(6-bromo-4-oxo-2H-benzo[e][1,3]oxazin-3(4H)-yl)-2-(3-fluorophenyl)acetic acid BrC=1C=CC2=C(C(N(CO2)C(C(=O)O)C2=CC(=CC=C2)F)=O)C1